5-fluoro-6-(1H-indazol-5-yl)pyridine-2-carboxylic acid FC=1C=CC(=NC1C=1C=C2C=NNC2=CC1)C(=O)O